C(C)(C)(C)OC(=O)N[C@H](C)C(=O)O N-(tert-Butoxycarbonyl)-D-alanine